C(C=C)(=O)OCCOC(NCCCCCCCCCCCCCC)=O 2-((tetradecylcarbamoyl)oxy)ethyl acrylate